O6-phenyl-2'-O-methyl-guanosine C1(=CC=CC=C1)OC=1C=2N=CN([C@H]3[C@H](OC)[C@H](O)[C@@H](CO)O3)C2N=C(N1)N